BrC=1C=C(C=NC1)CC#N 2-(5-bromo-3-pyridinyl)acetonitrile